(E)-3-(5-(3-(((1-(4-(1-(4-hydroxyphenyl)-2-phenylbut-1-en-1-yl)phenyl)piperidin-4-yl)methyl)amino)pyrrolidin-1-yl)-1-oxoisoindolin-2-yl)piperidine-2,6-dione OC1=CC=C(C=C1)\C(=C(/CC)\C1=CC=CC=C1)\C1=CC=C(C=C1)N1CCC(CC1)CNC1CN(CC1)C=1C=C2CN(C(C2=CC1)=O)C1C(NC(CC1)=O)=O